ClC1=C(C=CC=C1Cl)[C@H]1NCC[C@H]1N1CCN(CC1)CC(=O)N 2-[4-[(2R,3R)-2-(2,3-dichlorophenyl)pyrrolidin-3-yl]piperazin-1-yl]acetamide